6-amino-1H-pyridin-2-one NC1=CC=CC(N1)=O